5-chloro-2-(difluoromethyl)-N-((1r,4r)-4-((6-fluoro-3-(2-fluorophenyl)-3-hydroxy-2-oxoindolin-1-yl)methyl)cyclohexyl)nicotinamide ClC=1C=NC(=C(C(=O)NC2CCC(CC2)CN2C(C(C3=CC=C(C=C23)F)(O)C2=C(C=CC=C2)F)=O)C1)C(F)F